CCCCCNCCCCNCCNCCNCCNCCCCCC 6,11,14,17,20-pentaazahexacosan